5-Chloro-7-((2S,5R)-4-(1-(4-chlorophenyl)-3-methylbutyl)-2,5-dimethylpiperazin-1-yl)-3-(((S)-tetrahydrofuran-2-yl)methyl)-3H-[1,2,3]triazolo[4,5-d]pyrimidine Sodium nitrite N(=O)[O-].[Na+].ClC=1N=C(C2=C(N1)N(N=N2)C[C@H]2OCCC2)N2[C@H](CN([C@@H](C2)C)C(CC(C)C)C2=CC=C(C=C2)Cl)C